(R,E)-N-(2-(N,N-dimethylsulfamoyl)ethyl)-3-(4-fluorophenyl)-N'-((4-fluorophenyl)sulfonyl)-4-phenyl-4,5-dihydro-1H-pyrazole-1-carboximidamide CN(S(=O)(=O)CCN\C(=N/S(=O)(=O)C1=CC=C(C=C1)F)\N1N=C([C@@H](C1)C1=CC=CC=C1)C1=CC=C(C=C1)F)C